2-(4-fluoro-2-(tetrahydrofuran-2-yl)phenyl)-2-(3-((5-(5,6,7,8-tetrahydro-1,8-naphthyridin-2-yl)pentyl)oxy)azetidin-1-yl)acetic acid FC1=CC(=C(C=C1)C(C(=O)O)N1CC(C1)OCCCCCC1=NC=2NCCCC2C=C1)C1OCCC1